ClC=1C(=CC(=C(C1)C1=C(C=C2C(=NC(N3C2=C1SC[C@H](C3)OC)=O)N3CCNCC3)C(F)(F)F)F)F (3S)-11-(5-chloro-2,4-difluorophenyl)-3-methoxy-8-(piperazin-1-yl)-10-(trifluoromethyl)-3,4-dihydro-2H,6H-[1,4]thiazepino[2,3,4-ij]quinazolin-6-one